acrylic acid bromide C(C=C)(=O)Br